N-(4-methyl-3-(2-((1-methyl-1H-1,2,4-triazol-3-yl)amino)-8,9-dihydroimidazo[1',2':1,6]pyrido[2,3-d]pyrimidin-6-yl)phenyl)-4-(trifluoromethyl)pyridineamide CC1=C(C=C(C=C1)NC(=O)C1=NC=CC(=C1)C(F)(F)F)C1=CC2=C(N=C(N=C2)NC2=NN(C=N2)C)N2C1=NCC2